2-(4-(4-(Ethoxymethyl)-1H-1,2,3-triazol-1-yl)phenyl)-5-(2-(trifluoromethyl)phenyl)-1,3,4-oxadiazole C(C)OCC=1N=NN(C1)C1=CC=C(C=C1)C=1OC(=NN1)C1=C(C=CC=C1)C(F)(F)F